NC([C@H](CCC(=O)OC(C)(C)C)N1C(C2=CC=C(C=C2C1)B1OC(C(O1)(C)C)(C)C)=O)=O (S)-tert-butyl 5-amino-5-oxo-4-(1-oxo-5-(4,4,5,5-tetramethyl-1,3,2-dioxaborolan-2-yl)isoindolin-2-yl)pentanoate